(4-(5-cyclopropyl-3-(trifluoromethyl)-1H-pyrazol-1-yl)-3-fluorophenyl)methanamine C1(CC1)C1=CC(=NN1C1=C(C=C(C=C1)CN)F)C(F)(F)F